N-[2-[3-[(4R)-2-Oxooxazolidin-4-yl]propanoyl]-2-azaspiro[3.3]heptan-6-yl]-3-(trifluoromethyl)benzenesulfonamide O=C1OC[C@H](N1)CCC(=O)N1CC2(C1)CC(C2)NS(=O)(=O)C2=CC(=CC=C2)C(F)(F)F